C(C)OC(=O)C1CCN(CC1)CC=1COC2=CC(=CC(=C2C1)F)OCC=1C=C2C(=NN(C2=CC1)C(C)C)Cl 1-[7-(3-chloro-1-isopropyl-1H-indazol-5-ylmethoxy)-5-fluoro-2H-chromene-3-ylmethyl]-piperidin-4-carboxylic ethyl ester